1H-1,2,4-Triazole-1-propanamine, hydrochloride Cl.N1(N=CN=C1)CCCN